(4-sec-butylcyclohexyl) butyl fumarate C(\C=C\C(=O)OCCCC)(=O)OC1CCC(CC1)C(C)CC